NP1(OC2=C(C3=C(O1)C(=CC=1C=CC=CC13)C1=C(C=C(C=C1CC)CC)CC)C1=CC=CC=C1C=C2C2=C(C=C(C=C2CC)CC)CC)=O (S)-4-amino-2,6-bis(2,4,6-triethylphenyl)dinaphtho[2,1-d:1',2'-f][1,3,2]dioxaphosphepin 4-oxide